4-((3-phenoxyphenyl)amino)-7-fluoro-1H-indole-2-carboxylic acid O(C1=CC=CC=C1)C=1C=C(C=CC1)NC1=C2C=C(NC2=C(C=C1)F)C(=O)O